2-benzyl 8-tert-butyl 3-(hydroxymethyl)-2,8-diazaspiro[4.5]decane-2,8-dicarboxylate OCC1N(CC2(C1)CCN(CC2)C(=O)OC(C)(C)C)C(=O)OCC2=CC=CC=C2